OC(CCC)C1=CC(=C(C=N1)C1=NC=C2C=C(N=CC2=C1)NC(=O)[C@H]1[C@@H](C1)CO)C (trans)-N-{7-[6-(1-hydroxybutyl)-4-methylpyridin-3-yl]-2,6-naphthyridin-3-yl}-2-(hydroxymethyl)cyclopropane-1-carboxamide